ClC=1N=C(C2=C(N1)N(C=C2)S(=O)(=O)C2=CC=C(C)C=C2)C2=CNC1=CC=CC(=C21)F 2-chloro-4-(4-fluoro-1H-indol-3-yl)-7-tosyl-7H-pyrrolo[2,3-d]pyrimidine